C(C)OC1=CC=C2C(=N1)NC=C2C2=CC=1N(C=C2)N=CC1C(=O)N1CCN(CC1)C (5-(6-ethoxy-1H-pyrrolo[2,3-b]pyridin-3-yl)pyrazolo[1,5-a]pyridin-3-yl)(4-methylpiperazin-1-yl)methanone